C(C)(C)(C)OC(=O)N1CCN(CC1)C1=C(N(C=2N(C1=O)N=C(N2)C=2CCOCC2)CC(=O)O)CC 2-(6-(4-(tert-Butyloxycarbonyl)piperazin-1-yl)-2-(3,6-dihydro-2H-pyran-4-yl)-5-ethyl-7-oxo-[1,2,4]triazolo[1,5-a]pyrimidin-4(7H)-yl)acetic acid